P(=O)(OCCC(C(C(C(C(C(F)(F)F)(F)F)(F)F)(F)F)(F)F)(F)F)(OCCC(C(C(C(C(C(F)(F)F)(F)F)(F)F)(F)F)(F)F)(F)F)O Bis(3,3,4,4,5,5,6,6,7,7,8,8,8-tridecafluorooctyl) hydrogen phosphate